C1(CC1)C1=CC(=NN1)NC(C(C)C=1C=C(C=CC1)C=1C=CC(=NC1)NC(\C=C\CN1C[C@H](CC1)F)=O)=O (E)-N-(5-(3-(1-((5-cyclopropyl-1H-pyrazol-3-yl)amino)-1-oxopropan-2-yl)phenyl)pyridin-2-yl)-4-((S)-3-fluoropyrrolidin-1-yl)but-2-enamide